tert-butyl (2-((tert-butyldimethylsilyl)oxy)ethyl)((3'-chloro-2'-(2-chloro-3-((3-fluoro-4-formylpyridin-2-yl)amino)phenyl)-6-methoxy-[2,4'-bipyridin]-5-yl)methyl)carbamate [Si](C)(C)(C(C)(C)C)OCCN(C(OC(C)(C)C)=O)CC=1C=CC(=NC1OC)C1=C(C(=NC=C1)C1=C(C(=CC=C1)NC1=NC=CC(=C1F)C=O)Cl)Cl